[Si](C)(C)(C(C)(C)C)OCC=1C=CC(=NC1)[Sn](CCCC)(CCCC)CCCC 5-(((tert-butyldimethylsilyl)oxy)methyl)-2-(tributylstannyl)pyridine